(S)-methyl 2-((tert-butoxycarbonyl)amino)-3-(3-hydroxy-4-nitrophenyl)propanoate C(C)(C)(C)OC(=O)N[C@H](C(=O)OC)CC1=CC(=C(C=C1)[N+](=O)[O-])O